ClC=1C=CC(=C(C1)NC(=S)NC(=O)NCC1=CC(=CC=C1)C1=NN(C=N1)C1=CC=C(C=C1)OC(F)(F)F)C(C)C 1-[(5-chloro-2-isopropyl-phenyl)carbamothioyl]-3-[[3-[1-[4-(trifluoromethoxy)phenyl]-1H-1,2,4-triazol-3-yl]phenyl]methyl]urea